N-((1S,3S)-3-(3-(butylamino)-8-((4-methylpiperazin-1-yl)methyl)-6-oxopyrimido[4,5-c]isoquinolin-5(6H)-yl)cyclopentyl)acetamide C(CCC)NC=1N=CC2=C(N(C(C=3C=C(C=CC23)CN2CCN(CC2)C)=O)[C@@H]2C[C@H](CC2)NC(C)=O)N1